BrC1=C2C(N(C=NC2=CC=C1)CCC1=C(C=CC=C1)OC)=O 5-bromo-3-(2-methoxyphenylethyl)quinazolin-4(3H)-one